(1S,4s)-4-(8-(4-cyano-2,6-difluorophenylamino)-2-((1R,3S)-3-hydroxycyclohexylamino)-9H-purin-9-yl)cyclohexanecarboxamide C(#N)C1=CC(=C(C(=C1)F)NC=1N(C2=NC(=NC=C2N1)N[C@H]1C[C@H](CCC1)O)C1CCC(CC1)C(=O)N)F